ClC=1N=NC=CC1SC=1C=2N(C(=NC1)N1CCC3(CCC[C@H]3C3(CCC3)N[S@](=O)C(C)(C)C)CC1)C=CN2 (R)-N-((R)-8-(8-((3-Chloropyridazin-4-yl)thio)imidazo[1,2-c]pyrimidin-5-yl)-8-azaspiro[4.5]decylcyclobutane-1-yl)-2-methylpropane-2-sulfinamide